(2-(difluoromethyl)-3-((3-fluorophenyl)sulfonyl)phenyl)piperazine FC(C1=C(C=CC=C1S(=O)(=O)C1=CC(=CC=C1)F)N1CCNCC1)F